NCNC=1C=C(C=CC1)O 3-(aminomethyl)aminophenol